ethyl 3-acetyl-4-amino-1-(4-phenoxyphenyl)-1H-pyrazole-5-carboxylate C(C)(=O)C1=NN(C(=C1N)C(=O)OCC)C1=CC=C(C=C1)OC1=CC=CC=C1